ClC1=CC(=C(C(=O)N)C=C1)NC(=O)NC1=CC(=CC(=C1)F)F 4-chloro-2-[3-(3,5-difluorophenyl)ureido]benzamide